BrC1=CC(=NC=C1)C(=O)N(C)C1=CC=C(C=C1)Cl 4-bromo-N-(4-chlorophenyl)-N-methylpicolinamide